tributyl(2-methylthiopyrimidin-4-yl)tin C(CCC)[Sn](C1=NC(=NC=C1)SC)(CCCC)CCCC